N1(CCC1)C=1C=CC(=C(C1)C=1C=C2C=NN(C(C2=CC1)=O)C1=NC=CC=C1)F 6-(5-(azetidin-1-yl)-2-fluorophenyl)-2-(pyridin-2-yl)phthalazin-1(2H)-one